NC1=NC=C(C2=C1C(=NN2[C@@H]2CN(CC2)C(C=C)=O)C#CC2=CC1=C(N(C=N1)C)C=C2)C(CC)=O (S)-1-(3-(4-amino-3-((1-methyl-1H-benzo[d]imidazol-5-yl)ethynyl)-7-propionyl-1H-pyrazolo[4,3-c]pyridin-1-yl)pyrrolidin-1-yl)prop-2-en-1-one